OC=1C=C(C=CC1)CS(=O)(=O)NC 1-(3-hydroxyphenyl)-N-methylmethanesulfonamide